(4-(trifluoromethoxy)phenyl)boronic acid FC(OC1=CC=C(C=C1)B(O)O)(F)F